CN(C)CCCN(CCN(CCCN(C)C)C)C 2,6,9,13-tetramethyl-2,6,9,13-tetraazatetradecane